5-(2-(diphenylcarbamoyl)-4-fluorophenoxy)pyrimidine 1-oxide C1(=CC=CC=C1)N(C(=O)C1=C(OC=2C=NC=[N+](C2)[O-])C=CC(=C1)F)C1=CC=CC=C1